OCC1=C(C(=C2N1CCN(C2=O)CC2=CC=C(C=C2)OC)NC2=CC=CC=C2)C2=CC=NC=C2 6-(hydroxymethyl)-2-(4-methoxybenzyl)-8-(phenylamino)-7-(pyridin-4-yl)-3,4-dihydropyrrolo[1,2-a]pyrazin-1(2H)-one